OCC1=NN=C(O1)SCCCOC1=C(OC2=CC(=CC(=C2C1=O)OC)OC)C1=CC(=C(C(=C1)OC)OC)OC 3-(3-((5-(hydroxymethyl)-1,3,4-oxadiazol-2-yl)thio)propoxy)-5,7-dimethoxy-2-(3,4,5-trimethoxyphenyl)-4H-chromen-4-one